3-(1H-indol-2-yl)propan-1-ol N1C(=CC2=CC=CC=C12)CCCO